C(C1=CC=CC=C1)O[C@@H]1C(N(CC1)C[C@@H](C(C(=O)NC1CC1)O)NC(OC(C)(C)C)=O)=O tert-butyl ((2S)-1-{(S)-3-(benzyloxy)-2-oxopyrrolidin-1-yl}-4-(cyclopropylamino)-3-hydroxy-4-oxobutan-2-yl)carbamate